The molecule is a diterpenoid isolated from the aerial parts of Ajuga bracteosa and has been shown to exhibit antifeedant activity. It has a role as an antifeedant and a plant metabolite. It is a furofuran, an acetate ester, a diterpenoid, a spiro-epoxide and a cyclic acetal. CCC(C)C(=O)O[C@H]1[C@@H](C[C@@H]2[C@@]([C@@H](C[C@@H]([C@]2([C@@]13CO3)COC(=O)C)OC(=O)C)C)(C)[C@@H]4C[C@H]5CC(O[C@H]5O4)O)O